1-(2-(methylamino)acetamido)-N-(6-(trifluoromethoxy)benzo[d]thiazol-2-yl)cyclopropane-1-carboxamide CNCC(=O)NC1(CC1)C(=O)NC=1SC2=C(N1)C=CC(=C2)OC(F)(F)F